(S)-2-methyl-6-(1-methyltriazol-4-yl)piperidin-4-one C[C@@H]1NC(CC(C1)=O)C=1N=NN(C1)C